N1CC(OCC1)C1=NC=CC=N1 (morpholin-2-yl)pyrimidin